ClC1=C(OC=2N=NC(=CC2C(=O)NC=2C=NC(=CC2)F)C(F)(F)F)C=CC(=C1)F 3-(2-chloro-4-fluoro-phenoxy)-N-(6-fluoro-3-pyridyl)-6-(trifluoromethyl)pyridazine-4-carboxamide